(4-(3-((2-aminopyridin-4-yl)ethynyl)imidazo[1,2-a]pyrazin-6-yl)phenyl)(morpholino)methanone NC1=NC=CC(=C1)C#CC1=CN=C2N1C=C(N=C2)C2=CC=C(C=C2)C(=O)N2CCOCC2